C1(CC1)N(C1=NN2C(S1)=NC=C2C=2C=C(C(=O)N(C)C)C=CC2)C 3-[2-(cyclopropyl-methyl-amino)imidazo[2,1-b][1,3,4]thiadiazol-5-yl]-N,N-dimethyl-benzamide